ClC1=C(CO)C=CC(=C1)Cl 2,4-dichlorobenzylalcohol